BrC=1C=C(C#N)C=C(C1)Cl 3-bromo-5-chlorobenzonitrile